O1CCN(CC1)CCC(=O)OC1CC[C@@]2([C@H]3CC[C@@]4(C(CC[C@H]4[C@@H]3CC=C2C1)=O)C)C (8R,9S,10R,13S,14S)-10,13-dimethyl-17-oxo-2,3,4,7,8,9,10,11,12,13,14,15,16,17-tetradecahydro-1H-cyclopenta[a]phenanthren-3-yl 3-morpholinopropanoate